C(C)OC(N(CC=O)CC=C)=O N-allyl-N-(2-oxoethyl)carbamic acid ethyl ester